Cl.FC1([C@H]2CC=3C(=NNC3C[C@]21C)C=2NC1=CC(=CC=C1C2)C(=O)N2CCN(CC2)CC2CCNCC2)F 2-[(4aS,5aR)-5,5-difluoro-5a-methyl-1H,4H,4aH,6H-cyclopropa[f]indazol-3-yl]-6-[4-(piperidin-4-ylmethyl)piperazine-1-carbonyl]-1H-indole HCL salt